methyl 3-(9-((4-(((tert-butoxycarbonyl)amino)methyl)phenyl)carbamoyl)-4,5-dihydrobenzo[b]thieno[2,3-d]oxepin-8-yl)-6-((dicyclopropylmethyl)carbamoyl)picolinate C(C)(C)(C)OC(=O)NCC1=CC=C(C=C1)NC(=O)C1=CC2=C(OCCC3=C2SC=C3)C=C1C=1C(=NC(=CC1)C(NC(C1CC1)C1CC1)=O)C(=O)OC